COC(C1=CN=C(C=C1NC1=C(C=C(C=C1)F)C)Cl)=O.N1C[C@H](CCC1)C(NS(=O)(=O)C)([2H])[2H] (S)-N-(piperidin-3-ylmethyl-d2)Methanesulfonamide methyl-6-chloro-4-((4-fluoro-2-meth-ylphenyl)amino)-nicotinate